Cis-oxazole O1C=NC=C1